C(C)(C)(C)C1=NN=C(O1)C=1C=CC2=C(NC([C@H](CS2)NC(OC(C)(C)C)=O)=O)C1 tert-butyl N-[(3R)-7-(5-tert-butyl-1,3,4-oxadiazol-2-yl)-4-oxo-3,5-dihydro-2H-1,5-benzothiazepin-3-yl]carbamate